Dimethyl fluoromalonate FC(C(=O)OC)C(=O)OC